C(CCCCCCC)[S-].[Zn+2].C(CCCCCCC)[S-] zinc octanethiolate